(R/S)-6-(4-Fluoro-2-methylphenyl)-3-methyl-1-(oxetan-2-ylmethyl)imidazo[4,5-b]pyridin-2-on FC1=CC(=C(C=C1)C=1C=C2C(=NC1)N(C(N2C[C@@H]2OCC2)=O)C)C |r|